COC(=C)C1=C2C(C(=NN(C2=CC=C1)C1=CC=C(C=C1)OC(F)(F)F)C(=O)OC)=O methyl 5-(1-methoxyvinyl)-4-oxo-1-[4-(trifluoromethoxy)phenyl]cinnoline-3-carboxylate